C1(CC1)C1=NN2C(N(C3=C(C2=O)C=CC(=N3)OC)CC(=O)NC3=NC=C(C=C3)F)=C1 2-(2-Cyclopropyl-6-methoxy-9-oxopyrazolo[1,5-a]pyrido[2,3-d]pyrimidin-4(9H)-yl)-N-(5-fluoropyridin-2-yl)acetamide